(R)-4-(5-(4-methoxy-3-propoxyphenyl)pyridin-3-yl)-1,2-oxaborolan-2-ol COC1=C(C=C(C=C1)C=1C=C(C=NC1)[C@H]1CB(OC1)O)OCCC